3-((3,5-dimethoxyphenyl)ethynyl)-5-(methylamino)-1H-pyrazole-4-carboxamide COC=1C=C(C=C(C1)OC)C#CC1=NNC(=C1C(=O)N)NC